5-bromo-3-methyl-1-[[3-(trifluoromethyl)cyclobutyl]methyl]pyrazole Lithium-niobium-titanium [Ti].[Nb].[Li].BrC1=CC(=NN1CC1CC(C1)C(F)(F)F)C